Benzyl 3-(bromomethyl)-2-methyl-piperidine-1-carboxylate BrCC1C(N(CCC1)C(=O)OCC1=CC=CC=C1)C